ClN1C(NC(C1=O)(C)C)=O 3-chloro-5,5-dimethyl-hydantoin